2,6-DIFLUOROPYRIDINE-3-BORONIC ACID HYDRATE O.FC1=NC(=CC=C1B(O)O)F